C1(CCCCC1)C=1C=CC(=NC1)CN(C(=O)[C@@H]1N(CC1)S(=O)(=O)C1=C(C(=C(C(=C1F)F)F)F)F)C1=C(C=C(C=C1)C(NC)=O)F (R)-N-((5-cyclohexylpyridin-2-yl)methyl)-N-(2-fluoro-4-(methylcarbamoyl)phenyl)-1-((perfluorophenyl)sulfonyl)azetidine-2-carboxamide